2-(isoquinolin-1-yl)propan-2-amine dihydrochloride Cl.Cl.C1(=NC=CC2=CC=CC=C12)C(C)(C)N